C1(CC1)C=1C=CC=2N(C1)C=C(N2)CNC2=CC(=NC=C2)NC(CN2C(OC1=C2C=C(C=C1)OC)=O)=O N-(4-(((6-cyclopropylimidazo[1,2-a]pyridin-2-yl)methyl)amino)pyridin-2-yl)-2-(5-methoxy-2-oxobenzo[d]oxazol-3(2H)-yl)acetamide